(2S)-2-Amino-3-hydroxy-N-[4-(1H-pyrrolo[2,3-b]pyridin-4-yl)phenyl]propenamide NC(C(=O)NC1=CC=C(C=C1)C1=C2C(=NC=C1)NC=C2)=CO